(R)-6-(2,2-difluoro-6-(2-methylpyridin-4-yl)morpholino)-8-(2,4-difluorophenyl)-2,3-dimethylpyrimidino[5,4-d]pyrimidin-4(3H)-one FC1(O[C@@H](CN(C1)C=1N=C(C=2N=C(N(C(C2N1)=O)C)C)C1=C(C=C(C=C1)F)F)C1=CC(=NC=C1)C)F